N1=CN=C(C2=C1NC=C2)OC=2C=C(C=CC2C)NC(=O)NC2=CC(=C(C=C2)CN2CCN(CC2)CC)C(F)(F)F 1-(3-((7H-pyrrolo[2,3-d]pyrimidin-4-yl)oxy)-4-methylphenyl)-3-(4-((4-ethylpiperazin-1-yl)methyl)-3-(trifluoromethyl)phenyl)urea